(1,3-dimercaptopropane-2-yl)carbamic acid tert-butyl ester C(C)(C)(C)OC(NC(CS)CS)=O